C(CCCCCCCCCCCCC)OS(=O)(=O)C1=CC=CC2=CC=CC=C12.[Mg] magnesium tetradecylnaphthalenesulfonate